4,4a,5,5a-tetrahydrocyclopropa[4,5]Pyrrolo[1,2-b]Pyrazole N=1N2C(=CC1)CC1C2C1